ClC=1C(=NC(=CC1)C=1C=NN2C1C=C(C=C2)Cl)N2C[C@@H](N([C@@H](C2)C)C(=O)[O-])C (2S,6R)-4-[3-chloro-6-(5-chloropyrazolo[1,5-a]pyridin-3-yl)-2-pyridyl]-2,6-dimethyl-piperazine-1-carboxylate